IC1=CC=C(C=C1)NC(=O)N1CCC(CC1)N1C(NC2=C1C=CC(=C2)F)=O N-(4-iodophenyl)-4-(5-fluoro-2-oxo-2,3-dihydro-1H-1,3-benzodiazol-1-yl)piperidine-1-carboxamide